Cl.C1(=CC=C(C=C1)C1=NN=C(O1)C1=CC=C(C=C1)C[C@@H](C(=O)O)N)C1=CC=CC=C1 (S)-3-(4-(5-([1,1'-biphenyl]-4-yl)-1,3,4-oxadiazol-2-yl)phenyl)-2-aminopropionic acid hydrochloride